7-methyl-1,2,3,4-tetrahydroacridine CC1=CC=C2N=C3CCCCC3=CC2=C1